5-bromo-6-methylbenzo[b]thiophen-4-ol BrC1=C(C2=C(SC=C2)C=C1C)O